N4-(3-((tert-Butylsulfonyl)methyl)phenyl)-N2-(3-fluoro-4-(1-methylpiperidin-4-yl)phenyl)-5-methylpyrimidine-2,4-diamine C(C)(C)(C)S(=O)(=O)CC=1C=C(C=CC1)NC1=NC(=NC=C1C)NC1=CC(=C(C=C1)C1CCN(CC1)C)F